C(=C)C1=CC=C(CC2=C(C=CC=3C4=CC=CC=C4CC23)CC2=CC=C(C=C2)C=C)C=C1 1,2-bis(4-vinylbenzyl)-9H-fluorene